5-Methyl-4-Pyridazinamine CC=1C(=CN=NC1)N